NC1=NC=CC(=C1C#CC(=O)NC)C1=CC(=C(C=C1)F)C#N 3-(2-amino-4-(3-cyano-4-fluorophenyl)pyridin-3-yl)-N-methylpropiolamide